C1(CC1)C1=NN(C=2C=NN(C(C21)=O)CC(=O)N[C@@H](C)C2=CC=C(C=C2)OC)C(C)C (S)-2-(3-Cyclopropyl-1-isopropyl-4-oxo-1,4-dihydro-5H-pyrazolo[3,4-d]pyridazin-5-yl)-N-(1-(4-methoxyphenyl)ethyl)acetamid